C1(CC1)C1=NC=NC(=C1C=1N=CC=2SCC(N(C2N1)CC1=CC=C(C=C1)C=1N(C=C(N1)C(F)(F)F)C)=O)OC 2-(4-Cyclopropyl-6-methoxypyrimidin-5-yl)-8-(4-(1-methyl-4-(trifluoromethyl)-1H-imidazole-2-yl)benzyl)-6H-pyrimido[5,4-b][1,4]thiazin-7(8H)-one